FC=1C(=CC(=NC1)OC)C=1C(=NN(C1)COCC[Si](C)(C)C)C(=O)O (5-fluoro-2-methoxypyridin-4-yl)-1-((2-(trimethylsilyl)ethoxy)methyl)-1H-pyrazole-3-carboxylic acid